COC(=O)C1=C(C=C2C=NNC2=C1)F 5-Fluoro-1H-indazole-6-carboxylic acid methyl ester